1-(4-methoxyphenyl)-2-(6-((2-methoxypyridin-4-yl)amino)-2-(4-methylpiperazine-1-carbonyl)-1H-indol-1-yl)ethan-1-one COC1=CC=C(C=C1)C(CN1C(=CC2=CC=C(C=C12)NC1=CC(=NC=C1)OC)C(=O)N1CCN(CC1)C)=O